C(=C)(C)[C@@H](CC[C@H](CCCC(=O)[O-])C)CCC=C |&1:3| (3s,6rs)-6-isopropenyl-3-methyl-9-decenylacetate